(7R,14R)-11-{6-[cis-1-amino-3-hydroxy-3-(trifluoromethyl)cyclobutyl]-5-fluoropyridin-3-yl}-1-(difluoromethoxy)-6,7-dihydro-7,14-methanobenzimidazo[1,2-b][2,5]-benzodiazocin-5(14H)-one NC1(CC(C1)(C(F)(F)F)O)C1=C(C=C(C=N1)C=1C=CC2=C(C1)N1[C@H]3C4=C(C(N[C@@H](C1=N2)C3)=O)C=CC=C4OC(F)F)F